C(C1=CC=CC=C1)(C1=CC=CC=C1)N1CC(C1)N1CC2=CC=C(C=C2CC1)N(C)C 2-(1-benzhydrylazetidin-3-yl)-N,N-dimethyl-1,2,3,4-tetrahydroisoquinolin-6-amine